(6-((2-(sec-butyl)-1,3-dioxoisoindolin-4-yl)amino)-6-oxohexyl)tri-p-tolylphosphonium bromide [Br-].C(C)(CC)N1C(C2=CC=CC(=C2C1=O)NC(CCCCC[P+](C1=CC=C(C=C1)C)(C1=CC=C(C=C1)C)C1=CC=C(C=C1)C)=O)=O